1-[(2S,4R)-4-hydroxy-2-[4-(3-phenoxypyrrolidine-1-carbonyl)-1H-imidazol-2-yl]pyrrolidin-1-yl]-2-(3-methoxyisoxazol-5-yl)-3-methyl-butan-1-one O[C@@H]1C[C@H](N(C1)C(C(C(C)C)C1=CC(=NO1)OC)=O)C=1NC=C(N1)C(=O)N1CC(CC1)OC1=CC=CC=C1